(S)-1-(3-(4-amino-7-methyl-5-(4-((6-methylpyridin-2-yl)oxy)phenyl)-7H-pyrrolo[2,3-d]pyrimidin-6-yl)pyrrolidin-1-yl)prop-2-en-1-one NC=1C2=C(N=CN1)N(C(=C2C2=CC=C(C=C2)OC2=NC(=CC=C2)C)[C@@H]2CN(CC2)C(C=C)=O)C